ClC(C=O)C 2-chloro-propan-1-one